FC1=CC=C(C(=O)N2[C@@H](C=3N(CC2)C(=NC3C(=O)OC)C3=NC(=NS3)C)C)C=C1 Methyl (R)-7-(4-fluorobenzoyl)-8-methyl-3-(3-methyl-1,2,4-thiadiazol-5-yl)-5,6,7,8-tetrahydroimidazo[1,5-a]pyrazine-1-carboxylate